4,6-diamino-pyrido[3,2-D]pyrimidine NC=1C2=C(N=CN1)C=CC(=N2)N